NC1=C(C(=NC=N1)OC1=CC(=C(C=C1)NC(=O)NC1=CC(=NN1C1=CC(=C(C=C1)OC)OC)C(C)(C)C)F)C#N 1-(4-((6-amino-5-cyanopyrimidin-4-yl)oxy)-2-fluorophenyl)-3-(3-(tert-butyl)-1-(3,4-dimethoxyphenyl)-1H-pyrazol-5-yl)urea